(4-Ethyl-3-(hydroxymethyl)-5-oxo-4,5-dihydro-1H-1,2,4-triazol-1-yl)-7-fluoro-1-isopropyl-3-(o-tolyl)-4H-quinolizin-4-one C(C)N1C(=NN(C1=O)C=1C(=C2C=CC(=CN2C(C1C1=C(C=CC=C1)C)=O)F)C(C)C)CO